1-methylsulfonylpiperidin CS(=O)(=O)N1CCCCC1